N-[[4-[4-amino-1-(4-methoxycyclohexyl)pyrazolo[3,4-d]pyrimidin-3-yl]phenyl]methyl]-2-methoxy-benzamide NC1=C2C(=NC=N1)N(N=C2C2=CC=C(C=C2)CNC(C2=C(C=CC=C2)OC)=O)C2CCC(CC2)OC